C(OC1=CC=C(C=C1)[N+](=O)[O-])(OCCCCCCCCC=CCCCCCCCC)=O (Z)-4-nitrophenyl octadec-9-en-1-yl carbonate